ClC1=C2CCNC2=CC=C1C1=NN(C2=NC=NC(=C21)N)C2CC2 3-(4-chloroindolin-5-yl)-1-cyclopropyl-1H-pyrazolo[3,4-d]pyrimidin-4-amine